C[C@H]1CN(CC2=C1C1=C(N=CN=C1NC1=CC(=C(C=C1)OC=1C=NC(=CC1)C)C)S2)C(C=CCN2CCOCC2)=O (R)-1-(5-methyl-4-((3-methyl-4-((6-methylpyridin-3-yl)oxy)phenyl)amino)-5,8-dihydropyrido[4',3':4,5]thieno[2,3-d]pyrimidin-7(6H)-yl)-4-morpholinobut-2-en-1-one